8-bromo-6-methyl-2-morpholino-3-(trideuteriomethyl)quinazolin-4-one BrC=1C=C(C=C2C(N(C(=NC12)N1CCOCC1)C([2H])([2H])[2H])=O)C